2-(methyl-(7-nitrobenzo[c][1,2,5]oxadiazol-4-yl)amino)acetamide CN(CC(=O)N)C1=CC=C(C2=NON=C21)[N+](=O)[O-]